C1(CC1)C1=NNC=C1I cyclopropyl-4-iodopyrazole